2-[3-ethylsulfonyl-2-[1-oxo-6-(trifluoromethoxy)isoindolin-2-yl]imidazo[1,2-a]pyridin-6-yl]oxy-2-methyl-propanenitrile C(C)S(=O)(=O)C1=C(N=C2N1C=C(C=C2)OC(C#N)(C)C)N2C(C1=CC(=CC=C1C2)OC(F)(F)F)=O